(1R,2R)-N-(8-amino-7-fluoro-6-(4-methylpyridin-3-yl)isoquinolin-3-yl)-2-(1-methyl-1H-1,2,3-triazol-4-yl)cyclopropane-1-carboxamide NC=1C(=C(C=C2C=C(N=CC12)NC(=O)[C@H]1[C@@H](C1)C=1N=NN(C1)C)C=1C=NC=CC1C)F